4-[3-(2-methoxyphenyl)-1H-pyrazolo[3,4-b]pyridin-4-yl]benzonitrile COC1=C(C=CC=C1)C1=NNC2=NC=CC(=C21)C2=CC=C(C#N)C=C2